FC=1C=C(C=CC1NC(NNC(=N)N)=O)S(=O)(=O)NC1=CN=CS1 5-[[3-Fluoro-4-(guanidinocarbamoylamino)phenyl]sulfonylamino]thiazol